3,7-dibromo-10-phenyl-10H-phenothiazine BrC=1C=CC=2N(C3=CC=C(C=C3SC2C1)Br)C1=CC=CC=C1